tungsten niobium dopamine 2-chloro-5-(3,5-dimethyl-2,6-dioxo-4-thioxo-1,3,5-triazin-1-yl)-4-fluorobenzoate ClC1=C(C(=O)[O-])C=C(C(=C1)F)N1C(N(C(N(C1=O)C)=S)C)=O.NCCC1=CC(O)=C(O)C=C1.[Nb+5].[W+4].ClC1=C(C(=O)[O-])C=C(C(=C1)F)N1C(N(C(N(C1=O)C)=S)C)=O.ClC1=C(C(=O)[O-])C=C(C(=C1)F)N1C(N(C(N(C1=O)C)=S)C)=O.ClC1=C(C(=O)[O-])C=C(C(=C1)F)N1C(N(C(N(C1=O)C)=S)C)=O.ClC1=C(C(=O)[O-])C=C(C(=C1)F)N1C(N(C(N(C1=O)C)=S)C)=O.ClC1=C(C(=O)[O-])C=C(C(=C1)F)N1C(N(C(N(C1=O)C)=S)C)=O.ClC1=C(C(=O)[O-])C=C(C(=C1)F)N1C(N(C(N(C1=O)C)=S)C)=O.ClC1=C(C(=O)[O-])C=C(C(=C1)F)N1C(N(C(N(C1=O)C)=S)C)=O.ClC1=C(C(=O)[O-])C=C(C(=C1)F)N1C(N(C(N(C1=O)C)=S)C)=O